1-ethyl-5-(4-fluoro-2-methylphenyl)-6-(hydroxymethyl)-4-oxo-1,4-dihydropyridine-3-carboxylic acid C(C)N1C=C(C(C(=C1CO)C1=C(C=C(C=C1)F)C)=O)C(=O)O